COC(C(COC)Br)=O.C(CCC)C1=C(C2=CC=CC=C2C=C1)CCCC Dibutyl-Naphthalene Methyl-2-bromo-3-methoxypropanoate